tert-butyl 4-(5-[2,8-dimethylimidazo[1,2-b]pyridazin-6-yl]phthalazin-1-yl)piperazine-1-carboxylate CC=1N=C2N(N=C(C=C2C)C2=C3C=NN=C(C3=CC=C2)N2CCN(CC2)C(=O)OC(C)(C)C)C1